ClC1([C@H]([C@@H]1C1=CC(=C(C=C1)Cl)C(F)(F)F)C(=O)N)Cl (1R,3R)-2,2-dichloro-3-(4-chloro-3-(trifluoromethyl)phenyl)cyclopropane-1-carboxamide